methyl 3-(5-chloro-2-(methylthio)pyrimidin-4-yl)bicyclo[1.1.1]pentane-1-carboxylate ClC=1C(=NC(=NC1)SC)C12CC(C1)(C2)C(=O)OC